ClC=1C(=CC(=NC1)NC1(CCOCC1)C(=O)O)CCC1CC1 4-[[5-chloro-4-(2-cyclopropylethyl)-2-pyridyl]amino]tetrahydropyran-4-carboxylic acid